6-Fluoro-2-[2-methoxy-6-methyl-4-(trifluoromethyl)phenyl]-1-methyl-imidazo[4,5-b]pyridine FC=1C=C2C(=NC1)N=C(N2C)C2=C(C=C(C=C2C)C(F)(F)F)OC